ClC1=CC=NC2=CC(=C(C=C12)CCNC(OC(C)(C)C)=O)C tert-butyl (2-(4-chloro-7-methylquinolin-6-yl)ethyl)carbamate